CN1C2=CCCCC2=CC2=CC=CC=C12 N-methyl-dihydroacridine